C1=NC=CC2=CC(=CC=C12)OC(C(=O)N)(C)C 2-(isoquinoline-6-yloxy)-2-methylpropanamide